OC1=C(C(=CC(=C1C(=O)NOC)CCCCC)O)C1=C(C=CC(=C1)C)C(=C)C 2,6-dihydroxy-N-methoxy-5'-methyl-4-pentyl-2'-(prop-1-en-2-yl)-[1,1'-biphenyl]-3-carboxamide